C1=CC=CC2=C(C3=CC=CC=C3C(=C12)CC(C(=O)O)C(=O)O)CC(C(=O)O)C(=O)O 9,10-anthracenediyl-bis(methylene)dipropanedioic acid